CC(CCCCCCC=C)C 9-methyldecene